COC1=CC=C(C=C1)C(=COC(F)(F)F)O 1-(4-methoxyphenyl)-2-(trifluoromethoxy)ethen-1-ol